methyl 4-(((trifluoromethyl) sulfonyl) oxy)-5,6-dihydro-2H-pyran-3-carboxylate FC(S(=O)(=O)OC1=C(COCC1)C(=O)OC)(F)F